(R)-N-((1-Cyanopyrrolidin-3-yl)methyl)-6-(1H-Pyrazol-3-yl)imidazo[1,2-a]pyridin-2-carboxamid C(#N)N1C[C@H](CC1)CNC(=O)C=1N=C2N(C=C(C=C2)C2=NNC=C2)C1